2,3,5,6-tetramethyl-piperazine CC1NC(C(NC1C)C)C